3-[1-(2,6-dichloro-3-fluoro-phenyl)-ethoxy]-5-[3-(2-morpholin-4-yl-ethoxy)-phenyl]-pyridin-2-ylamine ClC1=C(C(=CC=C1F)Cl)C(C)OC=1C(=NC=C(C1)C1=CC(=CC=C1)OCCN1CCOCC1)N